O=C1NC2(C(NC1)=O)CCN(CC2)C(=O)[O-] 2,5-dioxo-1,4,9-triazaspiro[5.5]undecane-9-carboxylate